rac-6-(6-(((1R,2R,3S,5S)-2-fluoro-9-azabicyclo[3.3.1]non-3-yl)oxy)pyridazin-3-yl)isoquinolin-7-ol F[C@@H]1[C@H]2CCC[C@@H](C[C@@H]1OC1=CC=C(N=N1)C=1C=C3C=CN=CC3=CC1O)N2 |r|